(R)-N-((S)-4-cyano-1,3-dihydrospiro[indene-2,4'-piperidin]-3-yl)-2-methylpropane-sulfinamide trifluoroacetate salt FC(C(=O)O)(F)F.C(#N)C1=C2[C@H](C3(CCNCC3)CC2=CC=C1)N[S@](=O)CC(C)C